N-((2-(4-fluoro-6-(6-methyl-4,7-diazaspiro[2.5]octan-7-yl)pyridin-2-yl)-1,6-naphthyridin-7-yl)methyl)-6-methyl-5-(methylsulfonyl)nicotinamide FC1=CC(=NC(=C1)N1C(CNC2(CC2)C1)C)C1=NC2=CC(=NC=C2C=C1)CNC(C1=CN=C(C(=C1)S(=O)(=O)C)C)=O